9-(4-(ethyl(2-methoxyethyl)amino)phenyl)-6,7-dimethoxynaphtho[2,3-c]furan-1(3H)-one C(C)N(C1=CC=C(C=C1)C1=C2C=C(C(=CC2=CC2=C1C(OC2)=O)OC)OC)CCOC